bis(4-hydroxy-3,5-dibromo-phenyl)ethanoic acid n-butyl ester C(CCC)OC(C(C1=CC(=C(C(=C1)Br)O)Br)C1=CC(=C(C(=C1)Br)O)Br)=O